C(CN1C(=NC2=C1C(=CC(=C2OC)C(N)=O)F)C2=C(C(=O)O)C=CC=C2Cl)N2C(=NC1=C2C(=CC(=C1OC)C(N)=O)F)C1=C(C(=O)O)C=CC=C1Cl 6'-(ethane-1,2-diylbis(5-carbamoyl-7-fluoro-4-methoxy-1H-benzo[d]imidazole-1,2-diyl))bis(3-chlorobenzoic acid)